C1(CCCC1)C(CC=O)N1N=CC(=C1)B1OC(C(O1)(C)C)(C)C 3-cyclopentyl-3-(4-(4,4,5,5-tetramethyl-1,3,2-dioxaborolan-2-yl)-1H-pyrazole-1-yl)propanal